N-(2-bromo-3-fluoro-6-isopropoxybenzyl)-N-methylpropan-2-amine BrC1=C(CN(C(C)C)C)C(=CC=C1F)OC(C)C